Acetylendiol C(#CO)O